CN1C(C2=C(C3(C1)CCC3)SC=C2)=O 5'-methyl-5',6'-dihydro-4'H-spiro[cyclobutane-1,7'-thieno[3,2-c]pyridin]-4'-one